S1C=CC2=C1C=C(C=C2)CC(C)NC [1-(1-benzothiophen-6-yl)propan-2-yl](methyl)amine